tert-Butyl 2-(3-carbamoyl-5-chloro-1H-pyrazolo[3,4-c]pyridine-1-yl)acetate C(N)(=O)C1=NN(C2=CN=C(C=C21)Cl)CC(=O)OC(C)(C)C